BrC1=CC=CC(=N1)C1(C(CCC1)(F)F)O 1-(6-bromo-2-pyridinyl)-2,2-difluoro-cyclopentanol